6-(2-Cyclopropylacetamido)-4-{[3-methoxy-4-(1-methyl-1H-1,2,4-triazol-3-yl)pyridin-2-yl]amino}-N-(2H3)methylpyridazin-3-carboxamid C1(CC1)CC(=O)NC1=CC(=C(N=N1)C(=O)NC([2H])([2H])[2H])NC1=NC=CC(=C1OC)C1=NN(C=N1)C